tert-butyl 2-((8-bromo-3,7-dimethyl-2,6-dioxo-2,3,6,7-tetrahydro-1H-purin-1-yl)methyl)-5-chloro-1H-indole-1-carboxylate BrC1=NC=2N(C(N(C(C2N1C)=O)CC=1N(C2=CC=C(C=C2C1)Cl)C(=O)OC(C)(C)C)=O)C